1-pentadecanoyl-2-(5Z,8Z,11Z,14Z-eicosatetraenoyl)-glycero-3-phosphocholine CCCCCCCCCCCCCCC(=O)OC[C@H](COP(=O)([O-])OCC[N+](C)(C)C)OC(=O)CCC/C=C\C/C=C\C/C=C\C/C=C\CCCCC